COC1CCC(CC1)NC1=NC=C(C(=N1)S(=O)C)C(=O)N 2-((1r,4r)-4-methoxy-cyclohexylamino)-4-(methylsulfinyl)-pyrimidine-5-carboxamide